anthracenyl-stearyl chloride C1(=CC=CC2=CC3=CC=CC=C3C=C12)CCCCCCCCCCCCCCCCCCCl